tert-butyl (2-methyl-4-(4,4,5,5-tetramethyl-1,3,2-dioxaborolan-2-yl)phenyl)carbamate CC1=C(C=CC(=C1)B1OC(C(O1)(C)C)(C)C)NC(OC(C)(C)C)=O